(S)-3-(4-(5',6'-difluoro-2'-oxospiro[cyclopropane-1,3'-indoline]-1'-yl)phenyl)-2-(tritylamino)propionic acid methyl ester COC([C@H](CC1=CC=C(C=C1)N1C(C2(C3=CC(=C(C=C13)F)F)CC2)=O)NC(C2=CC=CC=C2)(C2=CC=CC=C2)C2=CC=CC=C2)=O